C(C)(C)C=1C(=NNC1C=1C=C(C=2N(C1)N=CN2)OC)C2=NC=C(C=C2)N2CC1(C2)CN(C1)C 6-(4-isopropyl-3-(5-(6-methyl-2,6-diazaspiro[3.3]heptan-2-yl)pyridin-2-yl)-1H-pyrazol-5-yl)-8-methoxy-[1,2,4]triazolo[1,5-a]pyridine